4-Fluoro-3-{(Z)-2-fluoro-2-[5-(pyrimidin-2-yl)pyridin-3-yl]vinyl}-N-[(1s,2s)-2-hydroxycyclohexyl]benzamide FC1=C(C=C(C(=O)N[C@@H]2[C@H](CCCC2)O)C=C1)\C=C(\C=1C=NC=C(C1)C1=NC=CC=N1)/F